N-Acetyl-L-alanin C(C)(=O)N[C@@H](C)C(=O)O